CC(C[C@@H](C(=O)NC1=CC=C(C=C1)N1CCOCC1)NS(=O)(=O)C1=CC=C(C=C1)[N+](=O)[O-])C (S)-4-methyl-N-(4-morpholinophenyl)-2-(4-nitrophenylsulfonamido)pentanamide